Ethyl 2-(3-(6-hydroxy-5,5-dimethyl-1-((tetrahydro-2H-pyran-2-yl)oxy)hexyl)phenyl)acetate OCC(CCCC(OC1OCCCC1)C=1C=C(C=CC1)CC(=O)OCC)(C)C